CC=1NC(=C(CC1C(=O)OC)C(=O)OC)C dimethyl 1,4-dihydro-2,6-dimethylpyridine-3,5-dicarboxylate